4-{[(1R)-1-(2,3-difluorophenyl)ethyl]amino}-2-[(6-methoxy-2-methyl-1,2,3,4-tetrahydroisoquinolin-7-yl)amino]pyrimidine-5-carboxamide FC1=C(C=CC=C1F)[C@@H](C)NC1=NC(=NC=C1C(=O)N)NC1=C(C=C2CCN(CC2=C1)C)OC